COC=1C=C(C=CC1OC)C=1N=C(C=2C=CC(=C(C2C1)N)C)N (3,4-Dimethoxyphenyl)-6-methylisoquinoline-1,5-diamine